6-nitropyridin-3-ol [N+](=O)([O-])C1=CC=C(C=N1)O